C(C)(C)(C)OC(C=C)=O tert.butylacrylate